O=C(CNC(C1=CC(=CC=C1)C(F)(F)F)=O)N1C2C(CC1)N(CC2)C2C[C@@H](CC2)C2=NC=CC=C2 N-(2-oxo-2-{4-[(3R)-3-(pyridin-2-yl)cyclopentyl]-octahydropyrrolo[3,2-b]pyrrol-1-yl}ethyl)-3-(trifluoromethyl)benzamide